N-(2-(pyridin-3-yl)phenyl)pentanamide N1=CC(=CC=C1)C1=C(C=CC=C1)NC(CCCC)=O